1,1-bis(3,5-dimethyl-4-hydroxyphenyl)decane CC=1C=C(C=C(C1O)C)C(CCCCCCCCC)C1=CC(=C(C(=C1)C)O)C